(R)-3-(6-chloro-3-(2-morpholinoethoxy)pyridazin-4-yl)-10-methyl-9,10,11,12-tetrahydro-8H-[1,4]diazepino[5',6':4,5]thieno[3,2-f]quinolin-8-one ClC1=CC(=C(N=N1)OCCN1CCOCC1)C1=NC=2C=CC3=C(C2C=C1)C1=C(S3)C(N[C@@H](CN1)C)=O